BrC1=CC=C(C=C1)N1CCN(CC1)C1=CC=C(C=C1)C(C(C)(C)C)O 1-(4-(4-(4-bromophenyl)piperazin-1-yl)phenyl)-2,2-dimethylpropan-1-ol